C1(CCCC1)C1=C(OC=C1)B(O)O 3-(CYCLOPENTYL)FURAN-2-BORONIC ACID